1,4-dimethylpiperidinium mesylate S(C)(=O)(=O)[O-].C[NH+]1CCC(CC1)C